CC1CN(CC[C@]12C(N1[C@H](O2)CC[C@H]1C1=CC=CC=C1)=O)C1=CC=NC=2N1N=CC2 (4R,5'S,7a'R)-3-methyl-5'-phenyl-1-(pyrazolo[1,5-a]pyrimidin-7-yl)tetrahydro-3'H-spiro[piperidine-4,2'-pyrrolo[2,1-b][1,3]oxazol]-3'-one